6-(4-((2R,6R)-4-acryloyl-6-((dimethylamino)methyl)morpholin-2-yl)-6-chloropyridin-2-yl)-N-methylpyrimidine-4-carboxamide C(C=C)(=O)N1C[C@H](O[C@@H](C1)CN(C)C)C1=CC(=NC(=C1)Cl)C1=CC(=NC=N1)C(=O)NC